Cl/C(/C(=O)OC)=C(/C(=O)OC)\Cl dimethyl 2,3-dichloromaleate